C(C)(C)(C)OB(C1=C(C(=C(C(=C1Cl)Cl)Cl)Cl)Cl)C1=C(C(=C(C(=C1Cl)Cl)Cl)Cl)Cl t-butoxybis(perchlorophenyl)borane